1,4-diphenylbutane-1,4-dione-13C C1(=CC=CC=C1)[13C](CCC(=O)C1=CC=CC=C1)=O